γ-Acryloxypropyltrimethoxysilane C(C=C)(=O)OCCC[Si](OC)(OC)OC